ClC=1C=NC(=NC1)N[C@H]1CN(CC1)C(=O)C1=CC=C(C=C1)NC(CC#N)=O (R)-N-(4-(3-((5-chloropyrimidin-2-yl)amino)pyrrolidine-1-carbonyl)phenyl)-2-cyanoacetamide